((1S,4S,5S)-4-(2,6-dihydroxy-4-(3-isopropyl-2-methyloctan-2-yl)phenyl)-6,6-dimethylbicyclo[3.1.1]hept-2-en-2-yl)methyl pivalate C(C(C)(C)C)(=O)OCC=1[C@@H]2C([C@H]([C@H](C1)C1=C(C=C(C=C1O)C(C)(C(CCCCC)C(C)C)C)O)C2)(C)C